CCCCCCCCCCCCCCCCCCCCCCC(C(=O)[O-])C(=O)SCCNC(=O)CCNC(=O)[C@@H](C(C)(C)COP(=O)([O-])OP(=O)([O-])OC[C@@H]1[C@H]([C@H]([C@@H](O1)N2C=NC3=C(N=CN=C32)N)O)OP(=O)([O-])[O-])O The molecule is the pentaanion of 2-carboxytetracosanoyl-CoA arising from deprotonation of phosphate, diphosphate and carboxylic acid functions; major species at pH 7.3. It is a conjugate base of a 2-carboxytetracosanoyl-CoA.